(3-chloro)benzyl-biguanidine hydrochloride Cl.ClC=1C=C(CNC(=N)NNC(=N)N)C=CC1